C(#N)CCN(C(C)C)C N-(2-cyanoethyl)-N-methyl-N-isopropyl-amine